Bis-(2-methyl-4-diethylaminophenyl)-phenylmethane CC1=C(C=CC(=C1)N(CC)CC)C(C1=CC=CC=C1)C1=C(C=C(C=C1)N(CC)CC)C